(E)-2-(6-(2-(5-cyclopropyl-3-(2,6-dichlorophenyl)isoxazol-4-yl)vinyl)-3-azabicyclo[3.1.0]hex-3-yl)thiazolo[5,4-b]pyridine-5-carboxylic acid C1(CC1)C1=C(C(=NO1)C1=C(C=CC=C1Cl)Cl)/C=C/C1C2CN(CC12)C=1SC2=NC(=CC=C2N1)C(=O)O